N-(methyl-3-(7-methyl-2-((2-(pyrrolidin-1-yl)ethyl)amino)pyrido[2,3-d]pyrimidin-6-yl)phenyl)-2-(trifluoromethyl)isonicotinamide CC1=C(C=CC=C1C1=CC2=C(N=C(N=C2)NCCN2CCCC2)N=C1C)NC(C1=CC(=NC=C1)C(F)(F)F)=O